ClC=1C=C2C(=C(C(=NC2=C(C1C1=NC=CC2=CC=CC(=C12)C#N)F)O)C(=O)OCC)O ethyl 6-chloro-7-(8-cyanoisoquinolin-1-yl)-8-fluoro-2,4-dihydroxyquinoline-3-carboxylate